6,6-dimethyl-bicyclo[3.1.1]hept-2-ene-2-propanal CC1(C2CC=C(C1C2)CCC=O)C